(1R,3S,5S)-2-(2-(3-acetyl-5-(2-methylpyrimidin-5-yl)-1H-pyrazolo[3,4-c]pyridin-1-yl)acetyl)-N-(6-bromo-3-methylpyridin-2-yl)-5-(methoxymethyl)-2-azabicyclo[3.1.0]hexane-3-carboxamide C(C)(=O)C1=NN(C2=CN=C(C=C21)C=2C=NC(=NC2)C)CC(=O)N2[C@@H]1C[C@@]1(C[C@H]2C(=O)NC2=NC(=CC=C2C)Br)COC